COC1=CC=C(COC2=NC(=CC=C2)[Sn](CCCC)(CCCC)CCCC)C=C1 2-((4-methoxybenzyl)oxy)-6-(tributylstannyl)pyridine